7-bromo-6-chloro-2-((((S)-1-methylpyrrolidin-2-yl)methoxy)quinazolin-4-yl)-2-(cyanomethyl)piperazine-1-carboxylic acid BrC1=CC=C2C(=NC(=NC2=C1)OC[C@H]1N(CCC1)C)C1(N(C(CNC1)Cl)C(=O)O)CC#N